Perfluorooctyl-sulfonamide FC(C(C(C(C(C(C(C(F)(F)F)(F)F)(F)F)(F)F)(F)F)(F)F)(F)F)(S(=O)(=O)N)F